1-(4-((2-(trifluoromethyl)benzyl)amino)pyrido[2,3-d]pyrimidin-2-yl)azetidine-3-carbonitrile FC(C1=C(CNC=2C3=C(N=C(N2)N2CC(C2)C#N)N=CC=C3)C=CC=C1)(F)F